4-((3-(1-cyclopropyl-1H-1,2,4-triazol-3-yl)-2-methoxyphenyl)amino)-N-(methyl-d3)Pyridazine-3-carboxamide C1(CC1)N1N=C(N=C1)C=1C(=C(C=CC1)NC1=C(N=NC=C1)C(=O)NC([2H])([2H])[2H])OC